methyl-5-(1-hydroxyethyl)-4-methoxy-2-((2-(trimethylsilyl)ethoxy)methyl)-2H-indazole-7-carboxylate COC(=O)C1=CC(=C(C2=CN(N=C12)COCC[Si](C)(C)C)OC)C(C)O